vinyl-trimethoxy(ethoxy)silane C(=C)CO[Si](OCC)(OC)OC